CC1(OC2C(O1)C=1C(C(C(C1CC2)(C)C)C)(C)C)C (+-)-2,2,6,6,7,8,8-heptamethyl-4,5,6,7,8,8b-hexahydro-3aH-indeno[4,5-d][1,3]dioxole